CN1CCN(CC1)C1=CN=CS1 5-(4-Methylpiperazin-1-yl)thiazol